1-Dodecyl-2-butylpyrrolidinium triflat [O-]S(=O)(=O)C(F)(F)F.C(CCCCCCCCCCC)[NH+]1C(CCC1)CCCC